C(=O)(OC(C)(C)C)N1CC2C(C2(CC1)C1=CC=C(C=C1)Br)(F)F N-Boc-7,7-difluoro-6-(4-bromophenyl)-3-azabicyclo[4.1.0]Heptane